2-[3-(DIMETHYLAMINO)PHENOXY]BUTANOIC ACID CN(C=1C=C(OC(C(=O)O)CC)C=CC1)C